5-((3-(2,6-dioxopiperidin-3-yl)-4-oxo-3,4-dihydrobenzo[d][1,2,3]triazin-5-yl)amino)pentanamide Methyl-4-tetradecyloxy-3-methoxybenzoate COC(C1=CC(=C(C=C1)OCCCCCCCCCCCCCC)OC)=O.O=C1NC(CCC1N1N=NC2=C(C1=O)C(=CC=C2)NCCCCC(=O)N)=O